1-bromo-3-methoxy-2-methyl-naphthalene BrC1=C(C(=CC2=CC=CC=C12)OC)C